5-(tert-butyl)-N-(4-(6-(3-chloro-4-formylphenyl)pyrrolo[2,1-f][1,2,4]triazin-4-yl)-2-methylbenzyl)-1,2,4-oxadiazole-3-carboxamide C(C)(C)(C)C1=NC(=NO1)C(=O)NCC1=C(C=C(C=C1)C1=NC=NN2C1=CC(=C2)C2=CC(=C(C=C2)C=O)Cl)C